dichloro[1,3-bis(2-methylphenyl)-2-imidazolidinylidene](benzylidene)(tricyclohexylphosphine) ruthenium (II) [Ru+2].ClC1C(C(C(CC1)(P(C1CCCCC1)C1CCCCC1)Cl)=CC1=CC=CC=C1)=C1N(CCN1C1=C(C=CC=C1)C)C1=C(C=CC=C1)C